8-((3R,5S)-3-(methoxymethyl)-5-methylpiperazin-1-yl)-4-(1-methyl-1H-1,2,3-triazol-4-yl)-N-(1-methylcyclopropyl)-2-(trifluoromethyl)quinazoline-6-sulfonamide COC[C@H]1CN(C[C@@H](N1)C)C=1C=C(C=C2C(=NC(=NC12)C(F)(F)F)C=1N=NN(C1)C)S(=O)(=O)NC1(CC1)C